oxygen fluorine vanadium sodium phosphate P(=O)([O-])([O-])[O-].[Na+].[V+5].[F].[O+2]